(E)-ethyl 3-(4-(benzyloxy)phenyl)acrylate C(C1=CC=CC=C1)OC1=CC=C(C=C1)/C=C/C(=O)OCC